Azidopyran N(=[N+]=[N-])C1OC=CC=C1